C1(CC1)C=1N=NN(C1)[C@H](C(=O)N1[C@@H](C[C@H](C1)O)C(=O)N[C@H]1[C@@H](C1)C(F)F)C(C)(C)C (2S,4r)-1-[(2S)-2-(4-cyclopropyl-triazol-1-yl)-3,3-dimethyl-butyryl]-N-[(1r,2r)-2-(difluoromethyl)cyclopropyl]-4-hydroxy-pyrrolidine-2-carboxamide